C(#N)N(NN=N)C#N dicyanotetrazene